O=C1NC(CCC1N1C(N(C2=C1C=CC=C2[N-]CCCCCCCN2CCCCC2)C)=O)=O N-(1-(2,6-dioxopiperidin-3-yl)-3-methyl-2-oxo-2,3-dihydro-1H-benzo[d]imidazol-4-yl)-7-(piperidin-1-yl)heptylamide